n-propoxydisiloxan C(CC)O[SiH2]O[SiH3]